O1C(=CC=C1)C1OC(=C(C1=O)OS(=O)(=O)C1=CC=CC=C1)N 2-(2-furyl)-4-[[phenylsulfonyl]oxy]-5-amino-3(2H)-furanone